(R)-6-((5-(3-(Dimethylamino)pyrrolidine-1-carbonyl)-1H-indazol-3-yl)ethynyl)pyridin-2(1H)-one CN([C@H]1CN(CC1)C(=O)C=1C=C2C(=NNC2=CC1)C#CC1=CC=CC(N1)=O)C